pentane-1,2,5-triamine C(C(CCCN)N)N